(S)-6-benzyl-2-(4-methyl-1-piperazinyl)-9-phenyl-8-vinyl-6,7,8,9-tetrahydro-5H-pyrimido[4,5-e][1,4]Diazepin-5-one C(C1=CC=CC=C1)N1C[C@@H](N(C2=C(C1=O)C=NC(=N2)N2CCN(CC2)C)C2=CC=CC=C2)C=C